C1CC12CN(CC2)CC2=CC(=NC(=C2)C2CC2)C(=O)OCC ethyl 4-{5-azaspiro[2.4]heptan-5-ylmethyl}-6-cyclopropylpyridine-2-carboxylate